3-bromo-2-bromomethyl-N-(1-phenyl-ethyl)-propionamide BrCC(C(=O)NC(C)C1=CC=CC=C1)CBr